4-Ethyleugenol C(C)C=1C=C(C(=CC1CC=C)OC)O